ClC=1C=C(C=CC1F)C(N[S@](=O)C(C)(C)C)C=1N=C(SC1)Cl (R)-N-((3-chloro-4-fluorophenyl)(2-chlorothiazol-4-yl)methyl)-2-methylpropane-2-sulfinamide